CCCC#CF fluoropentyne